[Cl-].ClCC(C[N+](C)(C)C)O (3-chloro-2-hydroxypropyl)trimethylammonium chloride